(3R)-1-(8-fluoro-7-(7-fluoro-3-(Methoxymethoxy)-8-((triisopropylsilyl)ethynyl)naphth-1-yl)-6-nitro-2-(2,2,2-trifluoroethoxy)quinazolin-4-yl)-3-methylpiperidin-3-ol FC=1C(=C(C=C2C(=NC(=NC12)OCC(F)(F)F)N1C[C@@](CCC1)(O)C)[N+](=O)[O-])C1=CC(=CC2=CC=C(C(=C12)C#C[Si](C(C)C)(C(C)C)C(C)C)F)OCOC